C(#N)C=1C=C(C=NC1)C(C(=O)N[C@H](C(=O)O)CCN(CCCCC1=NC=2NCCCC2C=C1)C[C@@H](CF)OC)(C)C (S)-2-(2-(5-cyanopyridin-3-yl)-2-methylpropanamido)-4-(((S)-3-fluoro-2-methoxypropyl)(4-(5,6,7,8-tetrahydro-1,8-naphthyridin-2-yl)butyl)amino)butanoic acid